N-(6-Fluoro-1H-indazol-5-yl)-6-methyl-2-oxo-4-[4-(trifluoromethyl)phenyl]-3,4-dihydro-1H-pyridine FC1=C(C=C2C=NNC2=C1)N1C(CC(C=C1C)C1=CC=C(C=C1)C(F)(F)F)=O